C(C)(C)(C)N1N=C(C(=C1C)O)C1=CC(=CC(=C1)F)F 1-(tert-Butyl)-3-(3,5-difluorophenyl)-5-methyl-pyrazol-4-ol